O=C(CC(=O)O)CC(CC(CCCCC)=O)=O.NC1=NC=NC2=C(C=CC=C12)C(=O)NC1=C2C=CN=C(C2=CC=C1C)NC1=C(C=C(C(=C1)F)F)F 4-amino-N-(6-methyl-1-((2,4,5-trifluorophenyl)amino)isoquinolin-5-yl)quinazolin-8-carboxamide 3,5,7-trioxododecanoate